(2S,4R)-1-((S)-14-(tert-butyl)-1-hydroxy-12-oxo-3,6,9-trioxa-13-azapentadecan-15-oyl)-4-hydroxy-N-(4-(4-methylthiazoL-5-yl)benzyl)pyrrolidine-2-carboxamide C(C)(C)(C)[C@H](NC(CCOCCOCCOCCO)=O)C(=O)N1[C@@H](C[C@H](C1)O)C(=O)NCC1=CC=C(C=C1)C1=C(N=CS1)C